CC(C)([2H])NC/C=C/C(=O)OC methyl (E)-4-((propan-2-yl-2-d)amino)but-2-enoate